5-(Methylamino)-6-(3-methylimidazo[4,5-c]pyridin-7-yl)-3-[[5-methyl-6-[(3R)-3-methylmorpholin-4-yl]3-pyridyl]amino]pyrazine-2-carboxamide CNC=1N=C(C(=NC1C=1C2=C(C=NC1)N(C=N2)C)C(=O)N)NC=2C=NC(=C(C2)C)N2[C@@H](COCC2)C